23H-porphyrin iron chloride [Fe](Cl)Cl.C12=CC=C(N1)C=C1C=CC(=N1)C=C1C=CC(N1)=CC=1C=CC(N1)=C2